C(C)(C)(C)C1=NOC(=N1)C(=O)NCC1=CC=C(C=C1)C=1C=2N(C=C(N1)C=1C=NN(C1)C)N=CC2 3-(tert-butyl)-N-(4-(6-(1-methyl-1H-pyrazol-4-yl)pyrazolo[1,5-a]pyrazin-4-yl)benzyl)-1,2,4-oxadiazole-5-carboxamide